tert-butyl 2-(4-bromo-2-(trifluoromethyl)pyrimidin-5-yl)-2,6-diazaspiro[3.4]octane-6-carboxylate BrC1=NC(=NC=C1N1CC2(C1)CN(CC2)C(=O)OC(C)(C)C)C(F)(F)F